(R)-N-hydroxy-1,3,4,6,7,11b-hexahydro-2H-pyrido[2,1-a]isoquinoline-9-carboxamide ONC(=O)C=1C=C2CCN3[C@@H](C2=CC1)CCCC3